CC(CCCCCCCCCC=O)C 11-Methyldodecanal